2-(azetidin-3-yl)-6-(trifluoromethyl)-1H-indole 2,2,2-trifluoroacetate FC(C(=O)O)(F)F.N1CC(C1)C=1NC2=CC(=CC=C2C1)C(F)(F)F